(S)-7-((3-amino-4-methoxy-1H-pyrazol-1-yl)methyl)-4-(cyclopropylethynyl)-4-(1,1-difluoroethyl)-6-fluoro-3,4-dihydroquinazolin-2(1H)-one NC1=NN(C=C1OC)CC1=C(C=C2[C@](NC(NC2=C1)=O)(C(C)(F)F)C#CC1CC1)F